COC=1C=C(C=CC1OC)C(C(=O)O)=C 2-(3,4-dimethoxyphenyl)acrylic acid